spiro[bicyclo[3.2.1]octane-8,1'-pyrrolidin]-1'-ium trifluoroacetate TFA salt [O-]C(=O)C(F)(F)F.FC(C(=O)[O-])(F)F.[N+]12(CCCC1)C1CCCC2CC1.[N+]12(CCCC1)C1CCCC2CC1